C(CCC)C=1N=NN(C1)C1=CC=C(C=C1)C=1OC(=NN1)C1=C(C=CC=C1)C 2-(4-(4-butyl-1H-1,2,3-triazol-1-yl)phenyl)-5-(o-tolyl)-1,3,4-oxadiazole